(R)-3-(5-(hydroxymethyl)-6-methylpyridin-3-yl)-3-(8-methyl-3-(trifluoromethyl)-[1,2,4]triazolo[4,3-a]pyridin-7-yl)propanoate OCC=1C=C(C=NC1C)[C@H](CC(=O)[O-])C1=C(C=2N(C=C1)C(=NN2)C(F)(F)F)C